C(C)(C)(C)OC(=O)NC=1C=C(C(=O)NCC(=O)NC[C@@H](C(=O)OC)NC(C2=C(C=CC=C2Cl)Cl)=O)C=CC1 (S)-methyl 3-(2-(3-(tert-butoxycarbonylamino)benzamido)acetamido)-2-(2,6-dichlorobenzamido)propanoate